C(C)(C)(C)OC(=O)N1[C@@](C[C@H](C1)O[Si](C)(C)C(C)(C)C)(C(=O)O)C (2S,4R)-1-(t-butyloxycarbonyl)-4-(t-butyldimethylsilyloxy)-2-methylpyrrolidine-2-carboxylic acid